(3-bromophenyl)cyclobutane-1-carboxylic acid BrC=1C=C(C=CC1)C1(CCC1)C(=O)O